C(=O)(O)CSCCNC(CCNC([C@@H](C(COP(OP(OC[C@@H]1[C@H]([C@H]([C@@H](O1)N1C=NC=2C(N)=NC=NC12)O)OP(=O)(O)O)(=O)O)(=O)O)(C)C)O)=O)=O carboxymethyl-Coenzyme A